CN1CC(OB(OC(C1)=O)CC#CCCCC#N)=O 7-(6-methyl-4,8-dioxo-1,3,6,2-dioxazaborocan-2-yl)hept-5-ynenitrile